2,3-dimethyl-1,4-dioxane CC1OCCOC1C